ClC1=CC=C(C(=N1)N1N=C(C=C1C)C#N)OC(C(F)F)C 1-[6-chloro-3-(2,2-difluoro-1-methyl-ethoxy)-2-pyridyl]-5-methyl-pyrazole-3-carbonitrile